ClC=1C=C(C=NC1OC)CN1C2CN(CC1C2)C2=CC=C(C=N2)C=2C=1N(C=C(C2)OC[C@H](C)O)N=CC1C#N 4-(6-(6-((5-Chloro-6-methoxypyridin-3-yl)methyl)-3,6-diazabicyclo[3.1.1]hept-3-yl)pyridin-3-yl)-6-((S)-2-hydroxypropoxy)pyrazolo[1,5-a]pyridine-3-carbonitrile